3-methyltetrahydrofuran-3-yl (8-amino-6-(5-amino-4-methylpyridin-3-yl)-7-fluoroisoquinolin-3-yl)carbamate NC=1C(=C(C=C2C=C(N=CC12)NC(OC1(COCC1)C)=O)C=1C=NC=C(C1C)N)F